(Z)-5-(3-(1-cyano-2-(5-cyano-2-methoxyphenyl)vinyl)-6-methoxy-1H-indol-1-yl)-5-oxopentylphosphonic acid dibenzyl ester C(C1=CC=CC=C1)OP(OCC1=CC=CC=C1)(=O)CCCCC(=O)N1C=C(C2=CC=C(C=C12)OC)/C(=C/C1=C(C=CC(=C1)C#N)OC)/C#N